NCC1(CC(CCC1)CN)C1=CC(=CC=C1C(=O)N)C(=O)N 1,3-bis(aminomethyl)cyclohexaneterephthalamide